(S)-1-(3-(4-(2-(2,6-Dichlorophenyl)-3-methylimidazo[2,1-f][1,6]naphthyridin-9-yl)-1H-pyrazol-1-yl)pyrrolidin-1-yl)ethan-1-one ClC1=C(C(=CC=C1)Cl)C=1N=C2C=3C=C(C=NC3C=CN2C1C)C=1C=NN(C1)[C@@H]1CN(CC1)C(C)=O